CN(C1CC=2N(CC1)N=CC2C(=O)OCC)C Ethyl 5-(dimethylamino)-4,5,6,7-tetrahydropyrazolo[1,5-a]pyridine-3-carboxylate